FC(S(=O)(=O)OC1=CC(=CC2=CC(=C(C(=C12)OC([2H])([2H])[2H])C#N)F)OS(=O)(=O)C(F)(F)F)(F)F 7-cyano-6-fluoro-8-(methoxy-d3)naphthalene-1,3-diyl bis(trifluoromethanesulfonate)